ClC(C1=NC(=NO1)C1=CC=C(C=C1)P(OCC)(=O)NC1=CC(=CC(=C1)F)F)(F)F ethyl P-(4-(5-(chlorodifluoromethyl)-1,2,4-oxadiazol-3-yl)phenyl)-N-(3,5-difluorophenyl)phosphonamidate